C(C(=O)C)OC(OCC(=O)C)(OCC(=O)C)[SiH3] triacetoneoxymethylsilane